NC1=C2N=CN(C2=NC(=N1)Cl)[C@H]1[C@H]([C@@H]([C@H](O1)COC(C(=O)O)(C(=O)O)CC1=CC=C(C=C1)F)O)F 2-(((2R,3R,4S,5R)-5-(6-amino-2-chloro-9H-purin-9-yl)-4-fluoro-3-hydroxytetrahydrofuran-2-yl)methoxy)-2-(4-fluorobenzyl)malonic acid